anti-thiophosphate P(=S)([O-])([O-])[O-]